N,N-bis[(2,4-dimethoxyphenyl)methyl]-5,6,7,8-tetrahydro-1,7-naphthyridin-2-amine COC1=C(C=CC(=C1)OC)CN(C1=NC=2CNCCC2C=C1)CC1=C(C=C(C=C1)OC)OC